(2R,3R,5R)-4-[[3-(3,4-Difluoro-2-methoxy-phenyl)-5-methyl-5-(trifluoromethyl)tetrahydrofuran-2-carbonyl]amino]-1-oxido-pyridin-1-ium-2-carboxamid FC=1C(=C(C=CC1F)[C@@H]1[C@@H](O[C@](C1)(C(F)(F)F)C)C(=O)NC1=CC(=[N+](C=C1)[O-])C(=O)N)OC